COC=1C=C(C=CC1)NC(N)=O (E)-N'-(3-methoxyphenyl)urea